C(C)(C)(C)C1=CC=C(C=C1)N1N=CC=2C1=NC(=NC2NC(=O)C=2SC(=CC2)[N+](=O)[O-])N2CCN(CC2)C(C)(C)C N-(1-(4-(tert-butyl)phenyl)-6-(4-(tert-butyl)piperazin-1-yl)-1H-pyrazolo[3,4-d]pyrimidin-4-yl)-5-nitrothiophene-2-carboxamide